C(C)(C)(C)OC1=CC=C(C=C1)C1OCC(CO1)=O 2-[4-(tert-butoxy)phenyl]-1,3-dioxan-5-one